ClC1=NC(=NC(=N1)OC)OC 2-chloro-4,6-dimethyloxy-1,3,5-triazine